C(=O)(O)C1=CC=C(C=C1)C=1C2=CC=C(N2)C(=C2C=CC(C(=C3C=CC(=C(C=4C=CC1N4)C4=CC=C(C=C4)C(=O)O)N3)C3=CC=C(C=C3)C(=O)O)=N2)C2=CC=C(C=C2)C(=O)O.[Co] cobalt 5,10,15,20-tetrakis(4-carboxyphenyl)porphyrin